2-(3-bromophenyl)-6-chloro-4-methyl-7-(trifluoromethyl)quinazoline BrC=1C=C(C=CC1)C1=NC2=CC(=C(C=C2C(=N1)C)Cl)C(F)(F)F